C(CCCCCCCCCCCCCCCCCC)N1C(CCCC1)=O 1-N-nonadecyl-2-piperidone